eicosane-2,15-diol CC(CCCCCCCCCCCCC(CCCCC)O)O